C(#N)C1=C(C(=C(C(=C1)C(C)C)NC(=O)NS(=O)(=O)C1=C(C=C(C=C1)S(NC)(=O)=O)CO)C(C)C)F [4-cyano-3-fluoro-2,6-bis(propan-2-yl)phenyl]-3-[2-(hydroxymethyl)-4-(methylsulfamoyl)benzenesulfonyl]urea